C(C1=C(C(=CC(=C1)C)CC1=C(C(=C(C(=C1)C)O)C)C)O)C1=C(C(=CC(=C1)C)CC1=C(C(=C(C(=C1)C)O)C)C)O 2,2'-methylenebis[6-[(4-hydroxy-2,3,5-trimethylphenyl)methyl]-4-methylphenol]